CN1C(C2=C(CCC1)C(=CN2)C2=NC(=NC=C2C(F)(F)F)N[C@@H]2CN[C@H](CC2)C)=O 7-methyl-3-(2-{[(3S,6S)-6-methylpiperidin-3-yl]amino}-5-(trifluoromethyl)pyrimidin-4-yl)-1H,4H,5H,6H,7H,8H-pyrrolo[2,3-c]azepin-8-one